C(#N)C1=C(C=CC=C1C1=CC2=C(OCCO2)C=C1)NC(=O)C=1SC=2CNCCC2N1 N-[2-cyano-3-(2,3-dihydro-1,4-benzodioxin-6-yl)phenyl]-4,5,6,7-tetrahydro[1,3]thiazolo[5,4-c]pyridine-2-carboxamide